5-(4-chloro-2-(trifluoromethyl)pyridin-3-yl)isoindoline trifluoroacetic Acid Salt FC(C(=O)O)(F)F.ClC1=C(C(=NC=C1)C(F)(F)F)C=1C=C2CNCC2=CC1